CN1N=C(C2=CC=C(C=C12)C1=NN(C(=C1)C(NC(C)CCC1=CC=CC=C1)=O)C)C(=O)N methyl-6-(1-methyl-5-((4-phenylbutan-2-yl)carbamoyl)-1H-pyrazol-3-yl)-1H-indazole-3-carboxamide